C(#N)C(=NNC1=CC2=C(N=C(O2)N2CCN(CC2)C(=O)OC(C)(C)C)C=C1)C#N tert-butyl 4-(6-(2-(dicyanomethylene)hydrazinyl)benzo[d]oxazol-2-yl)piperazine-1-carboxylate